CN(CC(=O)NCCC)CCC=O 2-[METHYL(3-OXOPROPYL)AMINO]-N-PROPYLACETAMIDE